2-({3-fluoro-4-[5-(trifluoromethyl)-1,2,4-oxadiazol-3-yl]phenyl}methoxy)-1,6-naphthyridine FC=1C=C(C=CC1C1=NOC(=N1)C(F)(F)F)COC1=NC2=CC=NC=C2C=C1